C(N(C([SH-]CCCC)=S)CCCC)N(C([SH-]CCCC)=S)CCCC Methylen-bis(dibutyldithiocarbamat)